4-(1-benzyl-piperidin-4-yl)-1,6-dimethyl-1,4-dihydropyrido[2,3-b]pyrazine-2,3-dione C(C1=CC=CC=C1)N1CCC(CC1)N1C2=C(N(C(C1=O)=O)C)C=CC(=N2)C